C12(CC3CC(CC(C1)C3)C2)N2N=CC=3C2=NC(=NC3)NC3=CC=C2CCN(CC2=C3)C N-(1-((3s,5s,7s)-adamantan-1-yl)-1H-pyrazolo[3,4-d]pyrimidin-6-yl)-2-methyl-1,2,3,4-tetrahydroisoquinolin-7-amine